FC12CC3CC(CC(C1)C3)C2 3-fluoroadamantan